FC(C=1C=C2C(=NC=NC2=CC1)N1CC(CCC1)CNS(=O)(=O)C1CC1)(F)F N-((1-(6-(TRIFLUOROMETHYL)QUINAZOLIN-4-YL)PIPERIDIN-3-YL)METHYL)CYCLOPROPANESULFONAMIDE